6-(1-((2-fluoroethyl)amino)-3-(4-((1-((tetrahydro-2H-pyran-4-yl)methyl)-1H-pyrazol-4-yl)ethynyl)phenyl)propan-2-yl)-5-hydroxypyrimidin-4(3H)-one FCCNCC(CC1=CC=C(C=C1)C#CC=1C=NN(C1)CC1CCOCC1)C1=C(C(NC=N1)=O)O